NCCN(S(O)(=O)=O)CCN N-(2-aminoethyl)-2-aminoethyl-sulfamic acid